3-((2'-(1H-tetrazol-5-yl)-[1,1'-biphenyl]-4-yl)methyl)-2-azido-2-butyl-1,3-diazaspiro[4.4]nonan-4-one N1N=NN=C1C1=C(C=CC=C1)C1=CC=C(C=C1)CN1C(NC2(C1=O)CCCC2)(CCCC)N=[N+]=[N-]